ClC1=CC=C(S1)CNC1=CC(=NN1C(C(CO)(C)C)=O)C1CCN(CC1)CC(=O)O 2-[4-(5-{[(5-chlorothiophen-2-yl)methyl]amino}-1-(3-hydroxy-2,2-dimethylpropanoyl)-1H-pyrazol-3-yl)piperidin-1-yl]acetic acid